(1-pentyl-4,5,6,7-tetrahydro-1H-indazol-5-yl)-amine C(CCCC)N1N=CC=2CC(CCC12)N